NC=1C=C(C=C(C1)C(F)(F)F)[C@@H](C)NC1=NC(=NC2=CC3=C(C=C12)OCC1(CO3)COC1)C (R)-N-(1-(3-amino-5-(trifluoromethyl)phenyl)ethyl)-2'-methyl-7'H,9'H-spiro[oxetane-3,8'-[1,4]dioxepino[2,3-g]quinazolin]-4'-amine